3,5-bistrifluoromethylphenyl-Boronic acid FC(C=1C=C(C=C(C1)C(F)(F)F)B(O)O)(F)F